n-methoxy-4-(5-methyl-1H-indol-2-yl)-2-carbonyl-5-pentyl-2,5-dihydrofuran-3-carboxamide CONC(=O)C=1C(OC(C1C=1NC2=CC=C(C=C2C1)C)CCCCC)=C=O